(E)-3-[3,4-Bis[[1-(2-chlorophenyl)triazol-4-yl]methoxy]phenyl]-1-(2-hydroxy-4,6-dimethoxyphenyl)prop-2-en-1-one ClC1=C(C=CC=C1)N1N=NC(=C1)COC=1C=C(C=CC1OCC=1N=NN(C1)C1=C(C=CC=C1)Cl)/C=C/C(=O)C1=C(C=C(C=C1OC)OC)O